(2S)-2-(7-chloro-1,1-dioxo-3,4-dihydro-2H-benzo[e][1,2]thiazin-2-yl)-3-(6-fluoro-2,3-dimethylphenyl)butanoic acid methyl ester COC([C@H](C(C)C1=C(C(=CC=C1F)C)C)N1S(C2=C(CC1)C=CC(=C2)Cl)(=O)=O)=O